ClC1=C(C(=O)N)C=CC(=C1)N1C=NN=C1 2-chloro-4-(4H-1,2,4-triazol-4-yl)benzamid